[Li+].F[C@@H](C(=O)[O-])ON1[C@@H]2C=C([C@H](N(C1=O)C2)C(NCCNS(=O)(=O)C)=O)C (2S)-2-fluoro-2-[[(2S,5R)-2-[2-(methanesulfonamido)ethylcarbamoyl]-3-methyl-7-oxo-1,6-diazabicyclo[3.2.1]oct-3-en-6-yl]oxy]-acetic acid lithium salt